FC(C1=NN=C(O1)C1=CC=C(CN2C(N(C3=C2C=CC=C3)C3CC2(COC2)C3)=O)C=C1)F 1-(4-(5-(difluoromethyl)-1,3,4-oxadiazol-2-yl)benzyl)-3-(2-oxaspiro[3.3]heptan-6-yl)-1,3-dihydro-2H-benzo[d]imidazol-2-one